COCC(C)OC.[Gd] gadolinium 1,2-dimethoxypropane